(R)-1-(4-bromophenyl)ethanol methyldiethoxysilylpropyl-carbamate C[Si](OCC)(OCC)CCCNC(=O)O[C@H](C)C1=CC=C(C=C1)Br